O=C1N(CCC(N1)=O)CC=1C=C(C=CC1)C#CCNC(C1=NC=C(C=C1)C=1N=CC2=C(C=CC=C2C1)C1=C2C=C(C(N(C2=CC(=C1)CC)C)=O)C)=O N-(3-(3-((2,4-Dioxotetrahydropyrimidin-1(2H)-yl)methyl)phenyl)prop-2-yn-1-yl)-5-(8-(7-ethyl-1,3-dimethyl-2-oxo-1,2-dihydroquinolin-5-yl)isoquinolin-3-yl)picolinamide